C(=O)C1=CC=C(OC2=CC=C(C=O)C=C2)C=C1 4-(4-formylphenoxy)benzaldehyde